ClC1=CC=C(C(=O)NC2=C(C=CC=C2)NS(=O)(=O)C2=CC=C(C=C2)OC)C=C1 4-chloro-N-(2-((4-methoxyphenyl)sulfonamido)phenyl)benzamide